OC=1C(=CC2=CN(N=C2C1C)C)C=1N=CC2=C(N1)C=CN(C2=O)[C@H]2[C@H]1CN([C@@H](C2)C1)C(=O)OC(C)(C)C tert-butyl (1R,4R,5R)-5-[2-(6-hydroxy-2,7-dimethyl-indazol-5-yl)-5-oxo-pyrido[4,3-d]pyrimidin-6-yl]-2-azabicyclo[2.2.1]heptane-2-carboxylate